FC(C(=O)N[C@H](C(=O)N1[C@@H]([C@H]2C([C@H]2C1)(C)C)C(=O)OC)C(C)C)(C)F methyl (1R,2S,5S)-3-[(2S)-2-(2,2-difluoropropanoylamino)-3-methyl-butanoyl]-6,6-dimethyl-3-azabicyclo[3.1.0]hexane-2-carboxylate